C1(=C2N(C=N1)CCC2)[C@H](C(NC=2SC=CN2)=O)N2CC1=C(C=C(C=C1C2=O)C2=CC=C(C=C2)N2CCC(CC2)(O)CC(=O)O)F |r| (±)-2-(1-(4-(2-(1-(6,7-dihydro-5H-pyrrolo[1,2-c]imidazol-1-yl)-2-oxo-2-(thiazol-2-ylamino)ethyl)-7-fluoro-3-oxoisoindol-5-yl)phenyl)-4-hydroxypiperidin-4-yl)acetic acid